CC=1C=C(C=CC1)C=1C(=C(C(=CC1O)CCCCC)S(=O)(=O)C1=CC=C(C=C1)[N+](=O)[O-])O 3'-methyl-3-((4-nitrophenyl)sulfonyl)-4-pentyl-[1,1'-biphenyl]-2,6-diol